BrC=1C(=CC(=NC1)Cl)N1C(COCC1)CCO 2-(4-(5-bromo-2-chloropyridin-4-yl)morpholin-3-yl)ethan-1-ol